1-amino-1H-indole-2-carboxylic acid butyl ester C(CCC)OC(=O)C=1N(C2=CC=CC=C2C1)N